C(C1=CC=CC=C1)OC(=O)NC(C)(C)C1=CC(=NC(=C1Cl)C1=CC=C(C=C1)F)OC1C2CN(CC12)C(=O)[O-] 6-((4-(2-(((benzyloxy)carbonyl)amino)propan-2-yl)-5-chloro-6-(4-fluorophenyl)pyridin-2-yl)oxy)-3-azabicyclo[3.1.0]hexane-3-carboxylate